imidazo[4,5-b]pyridine-3-sulfonic acid dimethylamide methane-sulfonate CS(=O)(=O)O.CN(S(=O)(=O)N1C=NC=2C1=NC=CC2)C